1-(7-(3-Butyl-5-(diaminomethylene)-2,4,6-trioxotetrahydropyrimidin-1(2H)-yl)spiro[3.5]nonan-2-yl)-1-cyclopropylurea C(CCC)N1C(N(C(C(C1=O)=C(N)N)=O)C1CCC2(CC(C2)N(C(=O)N)C2CC2)CC1)=O